tert-butyl 3-[5-(methylcarbamoyl)-2-(prop-2-yn-1-ylamino)phenoxy]azetidine-1-carboxylate CNC(=O)C=1C=CC(=C(OC2CN(C2)C(=O)OC(C)(C)C)C1)NCC#C